3-((2-(isoindolin-2-yl)-2-oxoethyl)amino)adamantan-1-yl(4-hydroxybutyl)carbamate C1N(CC2=CC=CC=C12)C(CNC12CC3(CC(CC(C1)C3)C2)N(C([O-])=O)CCCCO)=O